Cl.C(CCC)OC1=C(CN2C[C@@H](CC2)CN)C=C(C=C1)Cl (S)-(1-(2-butoxy-5-chlorobenzyl)pyrrolidin-3-yl)methanamine hydrochloride